3-(4-nitro-2-oxoindolin-3-yl)piperidine-2,6-dione [N+](=O)([O-])C1=C2C(C(NC2=CC=C1)=O)C1C(NC(CC1)=O)=O